6-(4-((4-(4-(2,4-dioxotetrahydropyrimidin-1(2H)-yl)-1H-pyrrolo[2,3-c]pyridin-1-yl)piperidin-1-yl)methyl)piperidin-1-yl)pyridazine-3-carboxamide O=C1N(CCC(N1)=O)C1=C2C(=CN=C1)N(C=C2)C2CCN(CC2)CC2CCN(CC2)C2=CC=C(N=N2)C(=O)N